C(C)(C)(C)C1=NC(=C(C(=O)NC2=CC(=CC=C2)[S@@](=O)NC)C(=C1C(F)(F)F)C)OC1=C(C=C(C=C1)C#N)OC (R)-tert-butyl-2-(4-cyano-2-methoxyphenoxy)-4-methyl-N-(3-(S-methylamino-sulfinyl)phenyl)-5-(trifluoromethyl)nicotinamide